CC=1N=C(SC1N1CCCC1)CCC1=CN(C2=CC=CC=C12)C 4-Methyl-2-(2-(1-methyl-1H-indol-3-yl)ethyl)-5-(pyrrolidin-1-yl)thiazole